6-(benzyloxy)-3-[4-(piperidin-4-yl)phenyl]quinazolin-4-one hydrochloride Cl.C(C1=CC=CC=C1)OC=1C=C2C(N(C=NC2=CC1)C1=CC=C(C=C1)C1CCNCC1)=O